(4-(1H-imidazol-1-yl)phenyl)amine N1(C=NC=C1)C1=CC=C(C=C1)N